N-(8-(2-chloro-5-methoxyphenyl)-7-fluoro-4-morpholinoquinolin-3-yl)quinoline-4-carboxamide ClC1=C(C=C(C=C1)OC)C=1C(=CC=C2C(=C(C=NC12)NC(=O)C1=CC=NC2=CC=CC=C12)N1CCOCC1)F